[2-(acryloyloxy)-ethyl]-diethylamine C(C=C)(=O)OCCN(CC)CC